ClC1=C(C=CC(=C1)F)C1=CC(OC2=CC(=CC=C12)N(CCC(=O)NC)C)=O 3-((4-(2-chloro-4-fluorophenyl)-2-oxo-2H-chromen-7-yl)(methyl)amino)-N-methylpropanamide